4-[2-cyclopropyl-6-(4-fluoro-6-{2-oxa-6-azaspiro[3.3]heptan-6-ylmethyl}-1-oxo-3H-isoindol-2-yl)pyridin-4-yl]-3-(4-methyl-1,2,4-triazol-3-yl)benzonitrile C1(CC1)C1=NC(=CC(=C1)C1=C(C=C(C#N)C=C1)C1=NN=CN1C)N1C(C2=CC(=CC(=C2C1)F)CN1CC2(COC2)C1)=O